4-[4-cyano-2-methyl-6-[1-(oxolan-2-ylmethyl)pyrazol-4-yl]indazol-3-yl]-2-(difluoromethoxy)-N-[(1-fluorocyclopropyl)methyl]-6-methoxybenzamide C(#N)C=1C2=C(N(N=C2C=C(C1)C=1C=NN(C1)CC1OCCC1)C)C1=CC(=C(C(=O)NCC2(CC2)F)C(=C1)OC)OC(F)F